C(CC(C)C)N(C1CNCCCC1)C 3-(isopentyl(methyl)amino)azepan